(R)-1-(2-(morpholin-3-yl)benzyl)-2-thiocarbonyl-1,2,3,5-tetrahydro-4H-pyrrolo[3,2-d]pyrimidin-4-one N1[C@@H](COCC1)C1=C(CN2C(NC(C3=C2C=CN3)=O)=C=S)C=CC=C1